C(C1=CC=CC=C1)OC1=NC(=CC=C1C=1C=C(C=CC1)N1CCC(CC1)CCCO)OCC1=CC=CC=C1 3-[1-[3-(2,6-dibenzyloxy-3-pyridinyl)phenyl]-4-piperidinyl]propan-1-ol